(3S)-tert-butyl-3-((1-(2-chlorophenyl)-2-((3,3-difluorocyclobutyl)amino)-2-oxoethyl) (3,5-difluorophenyl)carbamoyl)-5-oxopiperazine-1-carboxylate C(C)(C)(C)OC(=O)N1C[C@H](NC(C1)=O)C(N(C1=CC(=CC(=C1)F)F)C(C(=O)NC1CC(C1)(F)F)C1=C(C=CC=C1)Cl)=O